CC1(C2CCC1(C(C2)C3(CCCCC3)O)C)C (1,7,7-trimethylbicyclo[2.2.1]hept-2-yl)cyclohexan-1-ol